Racemic-3-fluoro-N-methyl-N-(6-oxo-1,4,5,6-tetrahydro-2H-pyrano[3,4-c]isoquinolin-1-yl)-4-(trifluoromethyl)benzamide FC=1C=C(C(=O)N([C@H]2COCC=3NC(C=4C=CC=CC4C32)=O)C)C=CC1C(F)(F)F |r|